C1(CC1)C=1N=C(C2=C(N1)C=NC(=C2)N(CCN2CCOCC2)C)N2CCC(CC2)C2=C(C=CC=C2)OC 2-cyclopropyl-4-(4-(2-methoxyphenyl)piperidin-1-yl)-N-methyl-N-(2-morpholinoethyl)pyrido[3,4-d]pyrimidin-6-amine